bis[3-[(1,3-dioxobutyl)amino]benzenesulfonic acid]-calcium salt [Ca+2].O=C(CC(C)=O)NC=1C=C(C=CC1)S(=O)(=O)[O-].O=C(CC(C)=O)NC=1C=C(C=CC1)S(=O)(=O)[O-]